1-bromo-2-methyl-propan-2-ol BrCC(C)(O)C